N[C@@H](C(=O)O)[C@H](C1=CC=C(C=C1)S(=O)(=O)C)O (2R,3S)-2-amino-3-hydroxy-3-(4-(methylsulfonyl)phenyl)propanoic acid